C(C)(C)(C)OC(NC1=CC(=NC=C1)C(F)(F)F)=O (2-(trifluoromethyl)pyridin-4-yl)carbamic acid tert-butyl ester